NC1(CCN(CC1)C=1C2=C(N=CN1)NC=C2)C(=O)NC(CCO)C2=CC=C(C=C2)Cl 4-amino-N-(1-(4-chlorophenyl)-3-hydroxypropyl)-1-(7H-pyrrolo[2,3-d]pyrimidin-4-yl)piperidine-4-carboxamide